ClC=1C=C2CC(N(C2=CC1)C(=O)OC1=CC=CC=C1)=O phenyl 5-chloro-2-oxoindoline-1-carboxylate